1-(6-(4-isopropyl-4H-1,2,4-triazol-3-yl)pyridin-2-yl)-3-(1H-pyrrolo[2,3-b]pyridin-6-yl)urea C(C)(C)N1C(=NN=C1)C1=CC=CC(=N1)NC(=O)NC1=CC=C2C(=N1)NC=C2